(3S)-N-(7-chloro-6-(4-((3S,4S)-4-hydroxy-3-methyltetrahydrofuran-3-yl)piperazin-1-yl)isoquinolin-3-yl)tetrahydro-2H-pyran-3-carboxamide ClC1=C(C=C2C=C(N=CC2=C1)NC(=O)[C@@H]1COCCC1)N1CCN(CC1)[C@]1(COC[C@H]1O)C